6-(3-Chlorobenzyl)-3-benzyl-1,2,3,4,6,8,9,10-octahydro-5H-pyrido[3,4-e]pyrimido[1,2-a]pyrimidin-5-one ClC=1C=C(CN2C=3N(C4=C(C2=O)CN(CC4)CC4=CC=CC=C4)CCCN3)C=CC1